N1CC=NC2=CC=CC=C12 (1H)-quinoxaline